C(C)(C)N1C=CC2=CC(=CC=C12)C1=NOC(=N1)C1=C(C=CC=C1)OC 3-(1-isopropyl-1H-indol-5-yl)-5-(2-methoxyphenyl)-1,2,4-oxadiazole